1-(2-oxo-1,3-dihydrobenzimidazol-5-yl)-2-(4-quinolinyl)-benzimidazole-5-carboxamide O=C1NC2=C(N1)C=CC(=C2)N2C(=NC1=C2C=CC(=C1)C(=O)N)C1=CC=NC2=CC=CC=C12